ClC1=C(C=C(C=C1)C1(CN(C1)C=1N=C(C2=C(N1)CC[S@]2=O)NC2(CCC2)CO)O)F |r| (R/S)-2-(3-(4-chloro-3-fluorophenyl)-3-hydroxyazetidin-1-yl)-4-((1-(hydroxymethyl)cyclobutyl)amino)-6,7-dihydrothieno[3,2-d]pyrimidine 5-oxide